5,6-dihydro-4H-benzo[f]imidazo[1,2-a]azepine C1=CN=C2N1C1=C(CCC2)C=CC=C1